N1,N1,N19,N19-TETRAKIS(DECYL)-10-(N-DECYL-3-(DIMETHYLAMINO)PROPANAMIDO)NONADECANEDIAMIDE C(CCCCCCCCC)N(C(CCCCCCCCC(CCCCCCCCC(=O)N(CCCCCCCCCC)CCCCCCCCCC)N(C(CCN(C)C)=O)CCCCCCCCCC)=O)CCCCCCCCCC